C(C1=CC=CC=C1)(=O)O.C(C)(=O)OCCC 3-acetoxypropane benzoate